1,1,1,2,3,3-hexafluoropropyl methyl ether COC(C(C(F)(F)F)F)(F)F